Cl.NC/C(/CN1N=CN(C1=O)C=1C=C(C=CC1)C1=CC(=NC=C1)NC(C)=O)=C\F N-[4-(3-{1-[(2E)-2-(aminomethyl)-3-fluoroprop-2-en-1-yl]-5-oxo-1,5-dihydro-4H-1,2,4-triazol-4-yl}phenyl)pyridin-2-yl]acetamide hydrochloride